γ-methylene-glutamic acid C=C(C[C@H](N)C(=O)O)C(=O)O